trisodium threonine diacetate C(CN([C@@H]([C@H](O)C)C(=O)O)CC(=O)[O-])(=O)[O-].[Na+].[Na+].[Na+]